thioethyl ether CCSCC